BrC1=NN2C(N(C(=C(C2=O)N2CCN(CC2)C(=O)C2=NC=NC(=C2O)C)CC)CC(=O)NC2=C(C=C(C=C2)C(F)F)Cl)=N1 2-(2-bromo-5-ethyl-6-(4-(5-hydroxy-6-methylpyrimidine-4-carbonyl)piperazin-1-yl)-7-oxo-[1,2,4]triazolo[1,5-a]pyrimidin-4(7H)-yl)-N-(2-chloro-4-(difluoromethyl)phenyl)acetamide